2-methyl-5-((6-(1-methyl-1H-pyrazol-4-yl)pyrazolo[1,5-a]pyrazin-4-yl)oxy)aniline CC1=C(N)C=C(C=C1)OC=1C=2N(C=C(N1)C=1C=NN(C1)C)N=CC2